CC1(COB(OC1)C=1C=C(C(=NC1)OC)C(C)C)C 5-(5,5-dimethyl-1,3,2-dioxaborinan-2-yl)-3-isopropyl-2-methoxypyridine